NC1=NC(=NC=C1OC=1C(=CC(=C(C(=O)N)C1)OC)C(C)C)NCC 5-(4-Amino-2-ethylamino-pyrimidin-5-yloxy)-4-isopropyl-2-methoxy-benzamide